1-chloro-4-methylbenzene ClC1=CC=C(C=C1)C